Cl.N1=CC(=CC=2CNCCC12)N 5,6,7,8-tetrahydro-1,6-naphthyridine-3-amine hydrochloride